4-methyl-3-(piperidin-4-yl)pyridine trifluoroacetate FC(C(=O)O)(F)F.CC1=C(C=NC=C1)C1CCNCC1